FC(C1=NN(C(=C1)C(F)F)CC=O)F 2-[3,5-bis(difluoromethyl)-1H-pyrazol-1-yl]ethanone